ClC1=C(C=CC=C1)C1=CC=2NC(N(C(C2S1)=O)C=1C=NC=CC1N1CCNCC1)=O 6-(2-chlorophenyl)-3-(4-(piperazin-1-yl)pyridin-3-yl)thieno[3,2-d]pyrimidine-2,4(1H,3H)-dione